N-[4-(3-chloro-4-cyano-phenoxy)cyclohexyl]-6-[4-[2-[5-[8-(1,3-dimethyl-2-oxo-benzimidazol-5-yl)-3-isoquinolyl]-2-pyridyl]ethyl]-1-piperidyl]pyridazine-3-carboxamide ClC=1C=C(OC2CCC(CC2)NC(=O)C=2N=NC(=CC2)N2CCC(CC2)CCC2=NC=C(C=C2)C=2N=CC3=C(C=CC=C3C2)C2=CC3=C(N(C(N3C)=O)C)C=C2)C=CC1C#N